(2-((4-((2-(dimethylamino)ethyl)(methyl)amino)-3-fluorophenyl)amino)-4-(3-nitrophenoxy)-7H-pyrrolo[2,3-d]pyrimidin-7-yl)methyl Pivalate C(C(C)(C)C)(=O)OCN1C=CC2=C1N=C(N=C2OC2=CC(=CC=C2)[N+](=O)[O-])NC2=CC(=C(C=C2)N(C)CCN(C)C)F